ClC1=C2CCN([C@@H](C2=C(C(=C1)F)OCC=1N=NN(C1C(F)F)C)CN1CC2(CC2)CC1=O)C(=O)OC(C)(C)C tert-butyl (S)-5-chloro-8-((5-(difluoromethyl)-1-methyl-1H-1,2,3-triazol-4-yl)methoxy)-7-fluoro-1-((6-oxo-5-azaspiro[2.4]heptan-5-yl)methyl)-3,4-dihydroisoquinoline-2(1H)-carboxylate